NCC1CC2(CN(C2)CC(=O)NC(C)(C)C)C1 2-[6-(aminomethyl)-2-azaspiro[3.3]hept-2-yl]-N-t-butylacetamide